NC(CN1CCC(CC1)C=1C=C2C(=C(N(C2=CC1)C(=O)OCOP(=O)(OC(C)(C)C)OC(C)(C)C)C=1C(=C(C=2N(C1)N=CN2)C)C)C(C)C)=O ((di-tert-butoxyphosphoryl)oxy)methyl 5-(1-(2-amino-2-oxoethyl)piperidin-4-yl)-2-(7,8-dimethyl-[1,2,4]triazolo[1,5-a]pyridin-6-yl)-3-isopropyl-1H-indole-1-carboxylate